ClC=1C=NC(NC1)=O 5-chloro-2(1H)-pyrimidinone